O1COC2=C1C=CC(=C2)C[C@@H](CC)NC (2R)-1-(1,3-benzodioxol-5-yl)-N-methylbutan-2-amine